6-(4-((4-(2-(2,6-dioxopiperidin-3-yl)-1,3-dioxoisoindolin-5-yl)piperazin-1-yl)methyl)piperidin-1-yl)pyridazine-3-carboxamide O=C1NC(CCC1N1C(C2=CC=C(C=C2C1=O)N1CCN(CC1)CC1CCN(CC1)C1=CC=C(N=N1)C(=O)N)=O)=O